C(C)(=O)O[C@H](C(=O)O)[C@@H](C(=O)OCN1N=CC(=C1)C=1SC=C(N1)C(NC=1C(=NN(C1)C1CCC(CC1)OCC)C1=NC(=CC=C1F)F)=O)OC(C)=O (2S,3S)-2,3-diacetoxy-4-((4-(4-((3-(3,6-difluoropyridin-2-yl)-1-((1r,4r)-4-ethoxycyclohexyl)-1H-pyrazol-4-yl)carbamoyl)thiazol-2-yl)-1H-pyrazol-1-yl)methoxy)-4-oxobutanoic acid